[C].[P].FC(C1=NC=CC=C1OCC1CN(CCC1)C=O)(F)F (3-(((2-(trifluoromethyl)pyridin-3-yl)oxy)methyl)piperidin-1-yl)methanone phosphorus carbon